C(C)(C)(C)N(C1=CC=CC=C1)C1=CC=CC=C1 tertButyldiphenylamine